bis(1,2,2,6,6-pentamethyl-4-piperidinyl) azelate C(CCCCCCCC(=O)OC1CC(N(C(C1)(C)C)C)(C)C)(=O)OC1CC(N(C(C1)(C)C)C)(C)C